N(=[N+]=[N-])C1C(C(CCC1)N=[N+]=[N-])OC1C(CCCC1N=[N+]=[N-])N=[N+]=[N-] 1,3-diazidocyclohex-2-ylether